C(C1=CC=CC=C1)OC1=CC=C(C=C1)CC(=O)NC[C@@H](C(=O)O)NC(=O)OC(C)(C)C (S)-3-(2-(4-(Benzyloxy)phenyl)acetamido)-2-((tert-butoxycarbonyl)amino)propanoic acid